N-(3-Ethoxy-5-{6-[2-(5-fluoro-2,7-dimethyl-benzo[b]thiophen-3-yl)-ethylamino]-pyrimidin-4-yl}-thiophen-2-carbonyl)-methansulfonamid C(C)OC1=C(SC(=C1)C1=NC=NC(=C1)NCCC=1C2=C(SC1C)C(=CC(=C2)F)C)C(=O)NS(=O)(=O)C